tert-butyl 4-(4-chlorophenyl)-6-methyl-2-thioxo-1,2,3,4-tetrahydropyrimidine-5-carboxylate ClC1=CC=C(C=C1)C1NC(NC(=C1C(=O)OC(C)(C)C)C)=S